FC1=C(C=CC(=C1)F)S(=O)(=O)NC=1C=C(C=NC1OC)C=1SC=2N=C(N=C(C2N1)C)NC(C)=O N-(2-(5-((2,4-difluorophenyl)sulfonylamino)-6-methoxypyridin-3-yl)-7-methylthiazolo[5,4-d]pyrimidin-5-yl)acetamide